BrC1=C(SC=C1)[C@H](CCC1OCCCO1)N[S@](=O)C(C)(C)C (R)-N-((S)-1-(3-bromothiophen-2-yl)-3-(1,3-dioxan-2-yl)propyl)-2-methylpropane-2-sulfinamide